COC1=C(CC(N)C)C(=CC(=C1)C)OC 2,6-dimethoxy-4-methyl-amphetamine